(triphenylphosphane) ruthenium (II) triflate [O-]S(=O)(=O)C(F)(F)F.[Ru+2].C1(=CC=CC=C1)P(C1=CC=CC=C1)C1=CC=CC=C1.[O-]S(=O)(=O)C(F)(F)F